3-(4-methyl-7-{[5-(trifluoromethyl)pyridin-3-yl]carbamoyl}-1,2,3,4-tetrahydroisoquinolin-2-yl)cyclobutane-1-carboxylic acid CC1CN(CC2=CC(=CC=C12)C(NC=1C=NC=C(C1)C(F)(F)F)=O)C1CC(C1)C(=O)O